N-(2-(4-((4-(5-fluoro-2-isobutyryl-1H-indol-3-yl)-1H-1,2,3-triazol-1-yl)methyl)piperidin-1-yl)ethyl)-4-isobutylbenzenesulfonamide FC=1C=C2C(=C(NC2=CC1)C(C(C)C)=O)C=1N=NN(C1)CC1CCN(CC1)CCNS(=O)(=O)C1=CC=C(C=C1)CC(C)C